FC(S(=O)(=O)OC(C(=O)[O-])CCC)(F)F [(trifluoromethanesulfonyl)oxy]pentanoate